BrC1=CC=C(C=C1)C1=NC=CC=C1 p-bromopyridylbenzene